tert-butyl 3-(4-bromopyridin-2-yl)-4H-1,2,4-triazole-4-carboxylate BrC1=CC(=NC=C1)C1=NN=CN1C(=O)OC(C)(C)C